CC1=NNC(=C1)C1=NC=CC(=C1)C1=NOC(=N1)C(F)(F)F 3-(2-(3-methyl-1H-pyrazol-5-yl)pyridin-4-yl)-5-(trifluoromethyl)-1,2,4-oxadiazole